(E)-1-[2-Hydroxy-4,6-bis(phenylmethoxy)phenyl]-3-[4-(2-methoxyethoxymethoxy)phenyl]prop-2-en-1-one OC1=C(C(=CC(=C1)OCC1=CC=CC=C1)OCC1=CC=CC=C1)C(\C=C\C1=CC=C(C=C1)OCOCCOC)=O